ClC1=C2C(=NC=N1)N(N=C2)C(C)C=2OC1=CC=CC=C1C(C2C2=CC(=CC=C2)F)=O 2-(1-(4-Chloro-1H-pyrazolo[3,4-d]pyrimidin-1-yl)ethyl)-3-(3-fluorophenyl)-4H-chromen-4-one